(1-(4,5-dimethyl-6-oxo-1,6-dihydropyrimidin-2-yl)-3-methyl-1H-pyrazol-5-yl)acetamide CC=1N=C(NC(C1C)=O)N1N=C(C=C1CC(=O)N)C